BrC=1C=C(C=CC1)N1C(N(CCC1)CCC1CN(C1)C=1C=C2C(N(C(C2=CC1)=O)C1C(NC(CC1)=O)=O)=O)=O 5-(3-(2-(3-(3-bromophenyl)-2-oxotetrahydropyrimidin-1(2H)-yl)ethyl)azetidin-1-yl)-2-(2,6-dioxopiperidin-3-yl)isoindoline-1,3-dione